OCC1(COCC1)O 3-(hydroxymethyl)oxolan-3-ol